1-cyclohexyl-3-methyl-1H,4H,5H,6H,7H-pyrazolo[3,4-d]pyrimidine-4,6-dione C1(CCCCC1)N1N=C(C2=C1NC(NC2=O)=O)C